FC(C1=CC=C(C=C1)N1N=C(C=C1)C=1C=C2C(=CNC2=CC1)C(C(=O)N)C)(F)F (5-(1-(4-(trifluoromethyl)phenyl)-1H-pyrazol-3-yl)-1H-indol-3-yl)propionamide